C(C)SSC methyl ethyl disulfide